tert-Butyl 3-{[2-(4-chlorophenyl)imidazo[1,2-a]pyrimidin-3-yl]methyl}-3,8-diazabicyclo[3.2.1]octane-8-carboxylate ClC1=CC=C(C=C1)C=1N=C2N(C=CC=N2)C1CN1CC2CCC(C1)N2C(=O)OC(C)(C)C